2'-Fluoro-N4-{[1-(methoxymethyl)cyclopentyl]methyl}-N4-methyl-5-nitro-5'-(trifluoromethyl)[2,3'-bipyridin]-4,6-diamine FC1=NC=C(C=C1C1=NC(=C(C(=C1)N(C)CC1(CCCC1)COC)[N+](=O)[O-])N)C(F)(F)F